O=C1N(CC2=CC(=CC=C12)OC1C(CCCCC1)NCC1CCOCC1)C1C(NC(CC1)=O)=O 3-(1-oxo-5-((2-(((tetrahydro-2H-pyran-4-yl)methyl)amino)cycloheptyl)oxy)isoindolin-2-yl)piperidine-2,6-dione